CS(=O)(=O)N1C(CC(C1)C1=CC=CC=C1)CSC1=CC=C(C(=O)OC)C=C1 Methyl 4-(((1-(methylsulfonyl)-4-phenylpyrrolidin-2-yl)methyl)thio)benzoate